2-(4-Fluoro-2-isopropyl-6-(2-methoxypyridin-4-yl)phenyl)-N-((((1R,2R,4S)-2-hydroxy-7,7-dimethylbicyclo[2.2.1]heptan-1-yl)methyl)sulfonyl)acetamide, potassium salt [K].FC1=CC(=C(C(=C1)C1=CC(=NC=C1)OC)CC(=O)NS(=O)(=O)C[C@]12[C@@H](C[C@H](CC1)C2(C)C)O)C(C)C